(difluoro(2-(((3S,6S,10aS)-3-(3-(4-methyl-1H-pyrazol-1-yl)azetidine-1-carbonyl)-5-oxodecahydropyrrolo[1,2-a]azocin-6-yl)carbamoyl)benzo[b]thiophen-5-yl)methyl)phosphonic acid FC(C1=CC2=C(SC(=C2)C(N[C@H]2CCCC[C@@H]3N(C2=O)[C@@H](CC3)C(=O)N3CC(C3)N3N=CC(=C3)C)=O)C=C1)(F)P(O)(O)=O